CC(C)N1CCC(CC1)N1CCN(CCC1)C1=CC=CC(=N1)C(=O)N1CC2=CC=CC=C2CC1 2-[(6-{4-[1-(Propan-2-yl)piperidin-4-yl]-1,4-diazepan-1-yl}pyridin-2-yl)carbonyl]-1,2,3,4-tetrahydroisoquinoline